Chloronitrat [N+](=O)([O-])Cl